C(C#C)OCC(=O)N prop-2-ynyloxyacetamide